2-ethynylperylene C(#C)C1=CC=2C=3C=CC=C4C=CC=C(C5=CC=CC(=C1)C52)C43